FC1=C(C2=C(C(=C(C(=C2C(=C1F)F)F)F)F)F)[B-](C1=C(C(=C(C2=C(C(=C(C(=C12)F)F)F)F)F)F)F)(C1=C(C(=C(C2=C(C(=C(C(=C12)F)F)F)F)F)F)F)C1=C(C(=C(C2=C(C(=C(C(=C12)F)F)F)F)F)F)F tetra(perfluoro-naphthyl)borate